COC([C@H](C)OC1=C(C=C(C(=C1)F)Cl)C1=NOCC1OCC)=O Methyl-(2S)-2-[4-chloro-5-fluoro-2-(4-ethoxy-4,5-dihydroisoxazol-3-yl)phenoxy]propanoat